C1(CC1)C1(NC(NC1=O)=O)CC(C(=O)O)CC 2-((4-cyclopropyl-2,5-dioxoimidazolidin-4-yl)methyl)butanoic acid